(R)-2-(((2S,4a'R,7'R,8'S,8a'R)-2',2'-dimethyl-8'-(4-(3,4,5-trifluorophenyl)-1H-1,2,3-triazol-1-yl)hexahydro-3H,4'H-spiro[furan-2,6'-pyrano[3,2-d][1,3]dioxine]-7'-yl)oxy)propionic acid CC1(OC[C@@H]2[C@H](O1)[C@@H]([C@H]([C@]1(O2)OCCC1)O[C@@H](C(=O)O)C)N1N=NC(=C1)C1=CC(=C(C(=C1)F)F)F)C